C(C)(C)(C)OC(=O)N1CCC(CC1)(C1=NN=C(N1)C1=NC=NC=C1)NC=1C=C(C(=O)O)C=CC1 3-((1-(tert-butoxycarbonyl)-4-(5-(pyrimidin-4-yl)-4H-1,2,4-triazol-3-yl)piperidin-4-yl)amino)benzoic acid